gadolinium-2,2'-{4-[1-carboxy-2-{4-[2-(2-ethoxyethoxy)ethoxy] phenyl}ethyl]-10-[1-carboxylato-3-hydroxypropyl]-1,4,7,10-tetraazacyclododecane-1,7-diyl}bis(4-hydroxybutanoate) C(=O)(O)C(CC1=CC=C(C=C1)OCCOCCOCC)N1CCN(CCN(CCN(CC1)C(C(=O)[O-])CCO)C(CCO)C(=O)[O-])C(C(=O)[O-])CCO.[Gd+3]